FC=1C=C(CCNC2=NC3=CC=CC=C3C(=N2)NCCN2CCN(CC2)C)C=C(C1)F N2-(3,5-difluorophenethyl)-N4-(2-(4-methylpiperazin-1-yl)ethyl)quinazoline-2,4-diamine